FC(C=1C=C(C=CC1)C=1C=NN2C1N=C(C=C2)NC2CCC(CC2)C(C)(C)O)(F)F 2-((1r,4r)-4-((3-(3-(trifluoromethyl)phenyl)pyrazolo[1,5-a]pyrimidin-5-yl)amino)cyclohexyl)propan-2-ol